4-(hydroxymethyl)cyclohex-4-ene-1,2,3-triol OCC=1C(C(C(CC1)O)O)O